C(CCC)C(C(=O)O)CCCCCCF 2-butyl-8-fluorooctanoic acid